N1=C(N=CC=C1)C(C)N 1-(pyrimidin-2-yl)ethylamine